CNC1=C(C(C1=O)=O)NCCCN(CCCCCCCC(=O)OC(CCCCCCCC)CCCCCCCC)CCCCCCCC(OCCC(CCCCC)CCCCC)=O Heptadecan-9-yl 8-((3-((2-(methylamino)-3,4-dioxocyclobut-1-en-1-yl)amino)propyl)(8-oxo-8-((3-pentyloctyl)oxy)octyl)amino)octanoate